OCC1=CC=C(C=C1)C1=CC=C2N(CC(NC2=C1)=O)C(C1=CC(=C(C(=C1)OC)OC)OC)=O 7-(4-(hydroxymethyl)phenyl)-4-(3,4,5-trimethoxybenzoyl)-3,4-dihydroquinoxalin-2(1H)-one